ClC=1C=C2C(=NC1OC)C(=C(N2C)C2=NNC(=N2)C(C#N)C)N2C=NC=C2 2-(3-(6-chloro-3-(1H-imidazol-1-yl)-5-methoxy-1-methyl-1H-pyrrolo[3,2-b]pyridin-2-yl)-1H-1,2,4-triazol-5-yl)propanenitrile